N-(1-benzyl-1H-pyrazol-4-yl)-4-(1-methyl-1H-indol-3-yl)pyrimidine-5-carboxamide C(C1=CC=CC=C1)N1N=CC(=C1)NC(=O)C=1C(=NC=NC1)C1=CN(C2=CC=CC=C12)C